N-3-(triethoxysilyl)propylbenzenesulfonamide C(C)O[Si](CCCNS(=O)(=O)C1=CC=CC=C1)(OCC)OCC